COC(C1=CC=C(C=C1)C1CNCC1)=O 4-pyrrolidin-3-yl-benzoic acid methyl ester